[(3S)-pyrrolidin-3-yl]propenamide N1C[C@@H](CC1)C(C(=O)N)=C